3-(9-((4-(aminomethyl)-2-ethylphenyl)carbamoyl)-4,5-dihydrobenzo[b]thieno[2,3-d]oxepin-8-yl)-6-(propylcarbamoyl)picolinic acid NCC1=CC(=C(C=C1)NC(=O)C1=CC2=C(OCCC3=C2SC=C3)C=C1C=1C(=NC(=CC1)C(NCCC)=O)C(=O)O)CC